(4-((4-Bromo-2,6-difluorobenzyl)amino)-6-fluoro-7-methoxyquinolin-3-yl)methanol BrC1=CC(=C(CNC2=C(C=NC3=CC(=C(C=C23)F)OC)CO)C(=C1)F)F